N-((2-amino-1H-benzo[d]imidazol-5-yl)methyl)-2-(2-oxo-3-(phenethylamino)-6-phenylpyrazin-1(2H)-yl)acetamide NC1=NC2=C(N1)C=CC(=C2)CNC(CN2C(C(=NC=C2C2=CC=CC=C2)NCCC2=CC=CC=C2)=O)=O